C(C=C)(=O)NC=1C=CC(=C(C(=O)O)C1)C(N(CC1CCOCC1)CC1=CC(=C(C=C1)C(F)(F)F)F)=O 5-acrylamido-2-((3-fluoro-4-(trifluoromethyl)benzyl)((tetrahydro-2H-pyran-4-yl)methyl)carbamoyl)benzoic acid